C(C=C)OC(=O)N1C[C@H]2N(C(C3=C1C=C(C(=C3)OC3CC3)OCCCCCBr)=O)CC(C2)=O (S)-8-((5-bromopentyl)oxy)-7-cyclopropyloxy-2,5-dioxo-2,3,11,11a-tetrahydro-1H-benzo[e]pyrrolo[1,2-a][1,4]diazepine-10(5H)-carboxylic acid allyl ester